The molecule is an organic thiophosphate and an organothiophosphate insecticide. It has a role as an EC 3.1.1.7 (acetylcholinesterase) inhibitor, an acaricide and an agrochemical. It derives from a N-methyl-2-sulfanylacetamide. CNC(=O)CSP(=O)(OC)OC